[Si](C)(C)(C(C)(C)C)OC[C@@H](N)C1=CC(=CC=C1)Cl (S)-2-((tert-butyldimethylsilyl)oxy)-1-(3-chlorophenyl)ethanamine